FC=1C=C2C(=NC1)NC=C2C=2N=C(C1=C(N2)N(C=C1)C1=CC=CC=C1)NC1C(C2CCC1CC2)C(=O)O (+/-)-trans-3-((2-(5-fluoro-1H-pyrrolo[2,3-b]pyridin-3-yl)-7-phenyl-7H-pyrrolo[2,3-d]pyrimidin-4-yl)amino)bicyclo[2.2.2]octane-2-carboxylic acid